2-[3-(6-methyl-2-pyridyl)-1H-pyrazol-4-yl]-7-[rac-(2R,5R)-2,5-dimethylpiperazin-1-yl]-1,5-naphthyridine CC1=CC=CC(=N1)C1=NNC=C1C1=NC2=CC(=CN=C2C=C1)N1[C@@H](CN[C@@H](C1)C)C |r|